2-amino-6-borono-2-(2-((S)-2-(dimethylcarbamoyl)pyrrolidin-1-yl)ethyl)hexanoic acid NC(C(=O)O)(CCCCB(O)O)CCN1[C@@H](CCC1)C(N(C)C)=O